OC1=C(C2=C(N(C1=O)CC1=CC=C(C=C1)C(NC)=O)C=CS2)C(=O)O 6-hydroxy-4-(4-(methylcarbamoyl)benzyl)-5-oxo-4,5-dihydrothieno[3,2-b]pyridine-7-carboxylic acid